6-[5-[[1-[2-(aminomethyl)-3,3-difluoro-allyl]-5-oxo-1,2,4-triazol-4-yl]methyl]-2-thienyl]-8-methyl-1H-quinolin-2-one NCC(CN1N=CN(C1=O)CC1=CC=C(S1)C=1C=C2C=CC(NC2=C(C1)C)=O)=C(F)F